2-ethylmalonic acid calcium salt [Ca+2].C(C)C(C(=O)[O-])C(=O)[O-]